(R)-N-(7-chloro-6-(1-(3R-methyltetrahydrofuran-3-yl)piperidin-4-yl)isoquinolin-3-yl)-6-oxaspiro[2.5]octane-1-carboxamide ClC1=C(C=C2C=C(N=CC2=C1)NC(=O)[C@@H]1CC12CCOCC2)C2CCN(CC2)[C@]2(COCC2)C